[5-[5-[(1R)-1-(3,5-dichloro-4-pyridinyl)ethoxy]-1H-indazol-3-yl]pyrimidin-2-yl]-1,4-diazacycloheptane-1-carboxamide ClC=1C=NC=C(C1[C@@H](C)OC=1C=C2C(=NNC2=CC1)C=1C=NC(=NC1)C1N(CCCNC1)C(=O)N)Cl